pyrazolo[1,5-a][1,3,5]Triazine-4-one N=1C=2N(C(NC1)=O)N=CC2